(S,E)-N-(1-cyclopropyl-3-(methylsulfonyl)allyl)-2-(perfluoroethyl)-4-phenoxypyrimidine-5-carboxamide C1(CC1)[C@@H](\C=C\S(=O)(=O)C)NC(=O)C=1C(=NC(=NC1)C(C(F)(F)F)(F)F)OC1=CC=CC=C1